BrC=1C(=C(C=CC1)NS(=O)(=O)CCC)F N-(3-bromo-2-fluorophenyl)propane-1-sulfonamide